N1C=CC2=CC(=CC=C12)S(=O)(=O)N1N=C(C=C1)C(=O)NC1=CC=C(C=C1)Cl 1-((1H-indol-5-yl)sulfonyl)-N-(4-chlorophenyl)-1H-pyrazole-3-carboxamide